OC1=CC2=C(N(C(=N2)SCCCNC(OC(C)(C)C)=O)COCC[Si](C)(C)C)C=C1 tert-butyl (3-((5-hydroxy-1-((2-(trimethylsilyl)ethoxy)methyl)-1H-benzo[d]imidazol-2-yl)thio)propyl)-carbamate